((3aR,3bR,4aS,5R,5aS)-5-(5,7-dichloro-3H-imidazo[4,5-b]pyridin-3-yl)-2,2-dimethyltetrahydrocyclopropa[3,4]cyclopenta[1,2-d][1,3]dioxol-3b(3aH)-yl)methanol ClC1=CC(=C2C(=N1)N(C=N2)[C@@H]2[C@@H]1[C@]([C@@H]3[C@H]2OC(O3)(C)C)(C1)CO)Cl